4-(3,3-dimethoxypropyl)morpholine tert-butyl-2-{[(4-cyanopyridin-3-yl)oxy]methyl}-2-methylazetidine-1-carboxylate C(C)(C)(C)OC(=O)N1C(CC1)(C)COC=1C=NC=CC1C#N.COC(CCN1CCOCC1)OC